1-benzyl-4-(6-chloro-3-pyridinyl)piperidine-4-carbonitrile C(C1=CC=CC=C1)N1CCC(CC1)(C#N)C=1C=NC(=CC1)Cl